ClC1=NC(=NC=C1C(F)(F)F)NC1=C(C=C(C=C1)N1CCN(CC1)C)C1CC1 4-chloro-N-(2-cyclopropyl-4-(4-methylpiperazin-1-yl)phenyl)-5-(trifluoromethyl)pyrimidin-2-amine